1-[(3-cyanophenyl)methyl]-3-methyl-N-(1-methylcyclopropyl)-2-oxo-benzimidazole-5-sulfonamide C(#N)C=1C=C(C=CC1)CN1C(N(C2=C1C=CC(=C2)S(=O)(=O)NC2(CC2)C)C)=O